methyl 4-methoxy-2-(4-(trifluoromethyl)piperidin-1-yl)quinoline-7-carboxylate COC1=CC(=NC2=CC(=CC=C12)C(=O)OC)N1CCC(CC1)C(F)(F)F